3-(Cyclohex-1-en-1-yl)-5-hydroxy-2-phenyl-6-(pyridin-3-yl)pyrazolo[1,5-a]pyrimidin-7(4H)-one C1(=CCCCC1)C=1C(=NN2C1NC(=C(C2=O)C=2C=NC=CC2)O)C2=CC=CC=C2